propionaldehyde-2,4-dinitrophenylhydrazone [N+](=O)([O-])C1=C(C=CC(=C1)[N+](=O)[O-])NN=CCC